2-chloro-5,6-dihydro-7H-cyclopenta[b]pyridin-7-one ClC1=CC=C2C(=N1)C(CC2)=O